(7-methoxy-4-((4-morpholinopyridin-2-yl)amino)quinazolin-6-yl)glutaramide COC1=C(C=C2C(=NC=NC2=C1)NC1=NC=CC(=C1)N1CCOCC1)C(C(=O)N)CCC(=O)N